ClC1=C(C=CC=C1NC(=O)C1=NN2C(C(CCC2)NCC(=O)O)=C1)C1=C(C(=CC=C1)NC(C1=NC=C(C=C1F)CNCCO)=O)Cl 2-((2-((2,2'-dichloro-3'-(3-fluoro-5-(((2-hydroxyethyl)amino)methyl)picolinamido)-[1,1'-biphenyl]-3-yl)carbamoyl)-4,5,6,7-tetrahydropyrazolo[1,5-a]pyridin-4-yl)amino)acetic acid